HEXAFLUORoPROPYLENOXID FC(C1(C(F)(F)O1)F)(F)F